CS(=O)(=O)C1=CC=CC(=N1)C#N 6-(methylsulfonyl)cyanopyridine